BrC1=CC=CC=2NC3=CC(=CC=C3C12)N 4-bromo-7-aminocarbazole